NC[C@@H](COC)O (S)-1-amino-3-methoxypropan-2-ol